C(C1=CC=CC=C1)C1=NOC(=C1C)C(CN1C(C=CC(=C1)C=C)=O)=O 1-(2-(3-benzyl-4-methylisoxazol-5-yl)-2-oxoethyl)-5-vinylpyridin-2(1H)-one